C(C=C)(=O)OCCC12C(=O)NC(C1CCCC2)=O acryloyloxyethyl-hexahydro-phthalimide